IC1=NN2C(C(=N1)N)=CC=C2 iodopyrrolo[2,1-f][1,2,4]triazin-4-amine